2-hydroxy-5-methyl-indole OC=1NC2=CC=C(C=C2C1)C